C(=O)(OC(C)(C)C)N1CCC(CC1)OS(=O)(=O)C1=CC=C(C)C=C1 1-Boc-4-(tosyloxy)piperidine